[C-]#N.[NH4+].[NH4+].[C-]#N bis-ammonium cyanide